OCCN1C(CC(CC1(C)C)O)(C)C 1-(2-hydroxyethyl)-2,2,6,6-tetramethyl-4-piperidinol